6-[8-(1,3-benzothiazol-2-ylcarbamoyl)-3,4-dihydroisoquinolin-2(1H)-yl]-3-[1-(biphenyl-3-ylmethyl)-1H-pyrazol-4-yl]pyridine-2-carboxylic acid S1C(=NC2=C1C=CC=C2)NC(=O)C=2C=CC=C1CCN(CC21)C2=CC=C(C(=N2)C(=O)O)C=2C=NN(C2)CC=2C=C(C=CC2)C2=CC=CC=C2